((2'S,6'R)-6'-hydroxy-2',4',6'-trimethyl-3',7'-dioxo-2',3',6',7'-tetrahydrospiro[cyclopropane-1,5'-inden]-2'-yl)methyl-4-(N-acetoxyacetamido)benzoate O[C@@]1(C2(C(=C3C([C@](C=C3C1=O)(C)COC(C1=CC=C(C=C1)N(C(C)=O)OC(C)=O)=O)=O)C)CC2)C